2-BORONO-4,5-DIMETHOXYBENZOIC ACID B(O)(O)C1=C(C(=O)O)C=C(C(=C1)OC)OC